C(=CC)C(C(=O)[O-])CC(N1CCCCC1)=O 2-propenyl-4-oxo-4-piperidin-1-yl-butyrate